ClC=1C=CC=C2C=CC=C(C12)N1CC=2N=C(N=C(C2CC1)N([C@H]1CNCC1)C)OCC12CCCN2CCC1 (R)-7-(8-chloronaphthalen-1-yl)-N-methyl-N-(pyrrolidin-3-yl)-2-((tetrahydro-1H-pyrrolizin-7a(5H)-yl)methoxy)-5,6,7,8-tetrahydropyrido[3,4-d]pyrimidin-4-amine